2-methyl-5-(tetramethyl-1,3,2-dioxaborolan-2-yl)-1,3-thiazole CC=1SC(=CN1)B1OC(C(O1)(C)C)(C)C